(1R,2R)-2-[tert-butyl-(dimethyl)silyl]oxycyclopentanamine C(C)(C)(C)[Si](O[C@H]1[C@@H](CCC1)N)(C)C